2-(4-bromoimidazol-1-yl)-4-methyl-7-(trifluoromethyl)quinazoline tert-butyl-(3-(2-(3-cis-ethoxycyclobutoxy)acetamido)bicyclo[1.1.1]pentan-1-yl)carbamate C(C)(C)(C)N(C(O)=O)C12CC(C1)(C2)NC(COC2(CCC2)OCC)=O.BrC=2N=CN(C2)C2=NC1=CC(=CC=C1C(=N2)C)C(F)(F)F